CN1C([C@@H](CC2=CC=CC(=C12)CC1=C(C=CC=C1)C)NC(=O)N)=O ((3R)-1-methyl-8-((2-methylphenyl)methyl)-2-oxo-1,2,3,4-tetrahydroquinolin-3-yl)urea